Methyl 5-(methylamino)-3-[4-[(1S,4S)-5-methyl-2,5-diazabicyclo[2.2.1]heptan-2-yl]anilino]-6-(3-methylimidazo[4,5-c]pyridin-7-yl)pyrazine-2-carboxylate CNC=1N=C(C(=NC1C=1C2=C(C=NC1)N(C=N2)C)C(=O)OC)NC2=CC=C(C=C2)N2[C@@H]1CN([C@H](C2)C1)C